1-(2-(2-amino-6-(4-(pyridin-2-yloxy)phenyl)quinazolin-8-yl)pyrrolidin-1-yl)but-2-yn-1-one NC1=NC2=C(C=C(C=C2C=N1)C1=CC=C(C=C1)OC1=NC=CC=C1)C1N(CCC1)C(C#CC)=O